(cyclohexylmethyl)[(2-{[4-(1H-indazol-4-yl)-1H-1,2,3-triazol-1-yl]methyl}imidazo[1,2-a]pyridin-6-yl)methyl]amine C1(CCCCC1)CNCC=1C=CC=2N(C1)C=C(N2)CN2N=NC(=C2)C2=C1C=NNC1=CC=C2